5,7-dichloro-2-cyclopropyl-[1,2,4]triazolo[1,5-a]pyridine ClC1=CC(=CC=2N1N=C(N2)C2CC2)Cl